histidylserine N[C@@H](CC1=CNC=N1)C(=O)N[C@@H](CO)C(=O)O